The molecule is a 2-oxo monocarboxylic acid anion that is the conjugate base of 3-(4-hydroxycyclohex-2-en-1-ylidene)pyruvic acid, obtained by deprotonation of the carboxy group; major species at pH 7.3. It derives from a pyruvate. It is a conjugate base of a 3-(4-hydroxycyclohex-2-en-1-ylidene)pyruvic acid. C1C/C(=C\\C(=O)C(=O)[O-])/C=CC1O